C(C)(C)(C)OC(=O)N([C@@H]([C@H](OC(C)(C)C)C)C(=O)O)C N-(tert-Butoxycarbonyl)-O-(tert-butyl)-N-methyl-L-threonine